O=C1NC(CCC1N1C(N(C2=C1C=CC(=C2)C2CCN(CC2)CC2CCN(CC2)C(=O)OC)C)=O)=O methyl 4-((4-(1-(2,6-dioxopiperidin-3-yl)-3-methyl-2-oxo-2,3-dihydro-1H-benzo[d]imidazole-5-yl) piperidin-1-yl)methyl)piperidine-1-carboxylate